C(C)OC=1C=C(C=CC1OC)[C@@H](CS(=O)(=O)C)N1C(C2=CC=C(C(=C2C1=O)NC(C)=O)F)=O (S)-N-(2-(1-(3-ethoxy-4-methoxyphenyl)-2-(methylsulfonyl)ethyl)-5-fluoro-1,3-dioxoisoindolin-4-yl)acetamide